2-Oxo-2,3,3a,4,5,6,9,9a-octahydrocycloocta[b]furan-6-yl dimethylcarbamate CN(C(OC1CCC2C(OC(C2)=O)CC=C1)=O)C